ClC1=CC=C(C=C1)C1=C(CC(CC1)(C)C)CN1CCN(CC1)C1=CC=C(C(=O)NS(=O)(=O)C2=CC=C(C=C2)CCC(=O)OC)C=C1 1-Methyl 3-(4-(N-(4-(4-((4'-chloro-4,4-dimethyl-3,4,5,6-tetrahydro-[1,1'-biphenyl]-2-yl)methyl)piperazin-1-yl)benzoyl)sulfamoyl)phenyl)propanoate